C1(CC1)NS(=O)(=O)C1=CC=C(C=C1)C1=CC=C(C=C1)C#C N-cyclopropyl-4'-acetylenyl-4-biphenylsulfonamide